OC(C=O)C(CO)O 2,3,4-trihydroxybutyraldehyde